Tetramethyldisilylene(benz[e]inden-3-yl)(3-neopentyl-cyclopentadienyl)zirconium dichloride [Cl-].[Cl-].C[Zr](C1C=C(C=C1)CC(C)(C)C)(C1C=CC=2C3=C(C=CC12)C=CC=C3)(=[SiH2])(=[SiH2])(C)(C)C